C(C)(C)(C)OC(=O)N1[C@@H](CCC1)C=1NC(=C(N1)C1=CC=C(C=C1)C(NC1=NC=CC=C1)=O)C(=O)OCC ethyl (S)-2-(1-(tert-butoxycarbonyl)pyrrolidin-2-yl)-4-(4-(pyridin-2-ylcarbamoyl)phenyl)-1H-imidazole-5-carboxylate